FC=1C(NC(N(C1)C(=O)N)=O)=O 5-fluoro-2,4-dioxo-3,4-dihydropyrimidine-1(2H)-carboxamide